1-cyclopentyl-4-(2-nitrophenyl)piperazine C1(CCCC1)N1CCN(CC1)C1=C(C=CC=C1)[N+](=O)[O-]